The molecule is an amino disaccharide consisting of N-acetyl-D-glucosamine having an alpha-L-fucosyl residue attached at the 6-position. It is an amino disaccharide and a glucosamine oligosaccharide. C[C@H]1[C@H]([C@H]([C@@H]([C@@H](O1)OC[C@@H]2[C@H]([C@@H]([C@H](C(O2)O)NC(=O)C)O)O)O)O)O